3-(2-amino-[1,2,4]triazolo[1,5-a]pyridin-7-yl)-6-(5-fluoro-2-(morpholinomethyl)benzyl)-7,8-dihydro-1,6-naphthyridin-5(6H)-one NC1=NN2C(C=C(C=C2)C=2C=NC=3CCN(C(C3C2)=O)CC2=C(C=CC(=C2)F)CN2CCOCC2)=N1